NC1=CC=C(C=N1)N1C[C@H](CCC1)N(CC1=CC(=NC=C1)OC)CC1=CN2C3=C(C(=C(C=C3C1=O)F)F)OC(C2)C 6-((((S)-1-(6-aminopyridin-3-yl)piperidin-3-yl)((2-methoxypyridin-4-yl)methyl)amino)methyl)-9,10-difluoro-2-methyl-2H-[1,4]oxazino[2,3,4-ij]quinolin-7(3H)-one